1-Butyl-3-methylimidazolinium-2-carboxylat C(CCC)[NH+]1C(N(CC1)C)C(=O)[O-]